O=C(CN(S(=O)(=O)C)C=1C=C(C(=O)OC2=CC=C(C=C2)C(C)(C)C)C=CC1)NC1=C(C=CC=C1)SC1=CC=CC=C1 4-(tert-butyl)phenyl 3-(N-(2-oxo-2-((2-(phenylthio)phenyl)amino)ethyl)methylsulfonamido)benzoate